3,3-diamino-5,5-bis(trifluoromethyl)biphenyl NC1(CC(=CC(C1)(C(F)(F)F)C(F)(F)F)C1=CC=CC=C1)N